The molecule is an icosatrienoate that is the conjugate base of (5Z,11Z,14Z)-icosatrienoic acid, obtained by deprotonation of the carboxy group; major species at pH 7.3. It is a conjugate base of a (5Z,11Z,14Z)-icosatrienoic acid. CCCCC/C=C\\C/C=C\\CCCC/C=C\\CCCC(=O)[O-]